6-(1H-benzo[d][1,2,3]triazol-5-yl)-5-fluoropyridine-2-carboxylic acid N1N=NC2=C1C=CC(=C2)C2=C(C=CC(=N2)C(=O)O)F